FC(C=1C=C(C(=O)NC(C)C2=NC=CN=C2N2N=CC(=C2)SC(F)(F)F)C=C(C1)C(F)(F)F)(F)F 3,5-bis(trifluoromethyl)-N-[1-[3-[4-(trifluoromethyl-sulfanyl)pyrazol-1-yl]pyrazin-2-yl]ethyl]benzamide